C(C)(C)(C)OC(=O)N1CC(C1)OC1=NC(=NC(=C1)N(C1CCC(CC1)(F)F)C(=O)OC(C)(C)C)SC tert-butyl-3-((6-((tert-butoxycarbonyl)(4,4-difluorocyclohexyl)amino)-2-(methylthio)pyrimidin-4-yl)oxy)azetidine-1-carboxylate